(3aR,4S,6R,6aS)-6-(2-Chloro-5-(thiophen-2-yl)-7H-pyrrolo[2,3-d]pyrimidin-7-yl)-2,2-dimethyltetrahydro-4H-cyclopenta[d][1,3]dioxole-4-carbaldehyde ClC=1N=CC2=C(N1)N(C=C2C=2SC=CC2)[C@@H]2C[C@@H]([C@@H]1[C@H]2OC(O1)(C)C)C=O